N-ethyl-5-hydroxy-2-phenyl-4-(piperidin-1-ylmethyl)benzofuran-3-carboxamide C(C)NC(=O)C1=C(OC2=C1C(=C(C=C2)O)CN2CCCCC2)C2=CC=CC=C2